CC1=C(OC2=C(C=C(C=C2C1=O)C)[C@@H](C)NC1=C(C(=O)OC(C)(C)C)C=CC=C1)C1=CC=C(C=C1)C1CN(CCO1)C tert-butyl 2-[[(1R)-1-[3,6-dimethyl-2-[4-(4-methylmorpholin-2-yl)phenyl]-4-oxo-chromen-8-yl]ethyl]amino]benzoate